Cl.C(CCCCCCCCCCCCCCCCC)N(C=1C(=CC=CC1)C)CCCCCCCCCCCCCCCCCC dioctadecyl-toluidine HCl salt